Gamma-Glutamylserin N[C@@H](CCC(=O)N[C@@H](CO)C(=O)O)C(=O)O